C(C)(C)(C)OC(=O)N1[C@@H](COCC1)C=1C=C(C=C2CCN(CC12)C(=O)N1C[C@H](CC1)F)B1OC(C(O1)(C)C)(C)C (R)-3-(2-((S)-3-fluoropyrrolidine-1-carbonyl)-6-(4,4,5,5-tetramethyl-1,3,2-dioxaborolan-2-yl)-1,2,3,4-tetrahydroisoquinolin-8-yl)morpholine-4-carboxylic acid tert-butyl ester